(5-chloro-6-(isoxazol-3-ylmethoxy)-1H-indol-2-yl)methanamine ClC=1C=C2C=C(NC2=CC1OCC1=NOC=C1)CN